C(C)[C@H]1[C@@H](CN(C1)C(=O)C1=NC2=CC=CC=C2N=C1)C=1NC(C2=C(N1)N(N=C2)C2CCOCC2)=O 6-[(3S,4S)-4-ethyl-1-(quinoxalin-2-ylcarbonyl)pyrrolidin-3-yl]-1-(tetrahydro-2H-pyran-4-yl)-1,5-dihydro-4H-pyrazolo[3,4-d]pyrimidin-4-one